CC=1N=COC1C(=O)N[C@@H]1CCC2=CC(=CC=C12)C1=NOC(=N1)C (R)-4-methyl-N-(5-(5-methyl-1,2,4-oxadiazol-3-yl)-2,3-dihydro-1H-inden-1-yl)oxazole-5-carboxamide